C(CCCC)C(CO)CCO 2-pentyl-1,4-butanediol